C12(CCC(CC1)CC2)C2=NOC(=C2C(=O)OC2C[C@H]1CC[C@@H](C2)N1C=1SC2=C(N1)C(=CC(=C2)C(=O)OC)OC(F)(F)F)C2CC2 methyl 2-[(1R,3R,5S)-3-[(3-[bicyclo[2.2.2]octan-1-yl]-5-cyclopropyl-1,2-oxazol-4-yl)carbonyloxy]-8-azabicyclo[3.2.1]octan-8-yl]-4-(trifluoromethoxy)-1,3-benzothiazole-6-carboxylate